1-(2-((1R,3S,5R)-3-(2'-chloro-2-fluorobiphenyl-3-ylcarbamoyl)-2-azabicyclo[3.1.0]hexan-2-yl)-2-oxoethyl)-5-(pyrimidin-5-yl)-1H-indazole-3-carboxamide ClC1=C(C=CC=C1)C1=C(C(=CC=C1)NC(=O)[C@H]1N([C@@H]2C[C@@H]2C1)C(CN1N=C(C2=CC(=CC=C12)C=1C=NC=NC1)C(=O)N)=O)F